N-(3-bromo-4-chlorophenyl)-2-((4-(8-chloro-2-methyl-4-oxoquinazolin-3(4H)-yl)phenyl)thio)acetamide BrC=1C=C(C=CC1Cl)NC(CSC1=CC=C(C=C1)N1C(=NC2=C(C=CC=C2C1=O)Cl)C)=O